CC1(OCC[C@H](C1)C=1C=C2C(=CC=NC2=CC1)C(=O)O)C |r| Rac-(R)-6-(2,2-dimethyltetrahydro-2H-pyran-4-yl)quinoline-4-carboxylic acid